(1r,3r)-3-(((2-((2-(2,6-dioxopiperidin-3-yl)-1-oxoisoindolin-5-yl)oxy)cyclohexyl)amino)methyl)-1-methylcyclobutane-1-carbonitrile O=C1NC(CC[C@H]1N1C(C2=CC=C(C=C2C1)OC1[C@@H](CCCC1)NCC1CC(C1)(C#N)C)=O)=O